2-(2-(2-(1-methyl-1H-pyrazol-4-ylamino)pyrimidin-4-yl)-2-aza-bicyclo[2.2.1]heptan-7(R)-yl)butanamide CN1N=CC(=C1)NC1=NC=CC(=N1)N1C2CCC(C1)[C@@H]2C(C(=O)N)CC